N-(4-(3-(4-acryloylpiperazin-1-yl)pyridin-4-yl)-2-methylbenzyl)-5-(tert-butyl)-4-fluoroisoxazole-3-carboxamide C(C=C)(=O)N1CCN(CC1)C=1C=NC=CC1C1=CC(=C(CNC(=O)C2=NOC(=C2F)C(C)(C)C)C=C1)C